1-(7-(8-Ethyl-7-fluoro-3-hydroxynaphthalen-1-yl)-8-fluoro-2-(((2R,7aS)-2-fluorotetrahydro-1H-pyrrolizin-7a(5H)-yl)methoxy)pyrido[4,3-d]pyrimidin-4-yl)-5,5-difluoropiperidin-3-ol C(C)C=1C(=CC=C2C=C(C=C(C12)C1=C(C=2N=C(N=C(C2C=N1)N1CC(CC(C1)(F)F)O)OC[C@]12CCCN2C[C@@H](C1)F)F)O)F